C(C#C)OCCCCOCCS(=O)(=O)Cl (4-prop-2-ynoxybutoxy)ethanesulfonyl chloride